C(C1=CC=CC=C1)NC(C(C(CC1CC1)NC(=O)[C@@H]1[C@H]2C([C@H]2CN1C([C@H](C(C)(C)C)NC(C(C)C)=O)=O)(C)C)=O)=O (1R,2S,5S)-N-(4-(Benzylamino)-1-cyclopropyl-3,4-dioxobutan-2-yl)-3-((S)-2-isobutyramido-3,3-dimethylbutanoyl)-6,6-dimethyl-3-azabicyclo[3.1.0]hexane-2-carboxamide